C(=O)O.ClC=1N=C(C2=C(N1)C(=CS2)C=C)NCC=2OC=CC2 2-chloro-N-(furan-2-ylmethyl)-7-vinylthieno[3,2-d]pyrimidine-4-amine formate